FC(C1N(CC1)C=1N=C(C2=C(N1)C(CC2)(F)F)N2C[C@H]1C([C@@H](C2)C1)CC(=O)OC)F methyl 2-((1R,5S,6s)-3-(2-(2-(difluoromethyl)azetidin-1-yl)-7,7-difluoro-6,7-dihydro-5H-cyclopenta[d]pyrimidin-4-yl)-3-azabicyclo[3.1.1]heptan-6-yl)acetate